1-(6-fluoropyrazin-2-yl)-1H-pyrazol-3-amine FC1=CN=CC(=N1)N1N=C(C=C1)N